1-(4-((4-(2-(2-aminopyridin-3-yl)-5-phenyl-3H-imidazo[4,5-b]pyridin-3-yl)benzyl)carbamoyl)phenyl)-1H-pyrazole-4-carboxylic acid NC1=NC=CC=C1C1=NC=2C(=NC(=CC2)C2=CC=CC=C2)N1C1=CC=C(CNC(=O)C2=CC=C(C=C2)N2N=CC(=C2)C(=O)O)C=C1